ClC=1N=NC(=CC1C1C(CCC1)C)Cl 3,6-dichloro-4-(2-methylcyclopentyl)pyridazine